COC1=CC=C(C=C1)C1C(C(N(CC1)C(=O)OC(C)(C)C)C)C(=O)OCC (+/-)-1-tert-butyl 3-ethyl (cis,cis)-4-(4-methoxyphenyl)-2-methylpiperidine-1,3-dicarboxylate